C1(CC1)C1=CC(=C2[C@@H](COCC2=C1)N)F (S)-7-cyclopropyl-5-fluoroisochroman-4-amine